C(C)C(CC(=C)CCCCC(CCCC)C)CCCC 2-(2-ethylhexyl)-7-methyl-1-undecene